FC1=C(C=CC=C1)C1(CC(C1)O)NC1=NC=C(C=N1)C1=NOC(=N1)C(F)(F)F 3-(2-fluorophenyl)-3-[[5-[5-(trifluoromethyl)-1,2,4-oxadiazol-3-yl]pyrimidin-2-yl]amino]cyclobutan-1-ol